C[C@H](C#C)N1CC=NC=C1 (R)-1-(but-3-yn-2-yl)pyrazin